NC=1C2=C(N=CN1)N(C(=C2C2=CC(=C(C=C2)OC2=NC(=CC=C2)C)OC)C#CC2[C@@H]1CN(C[C@H]21)C(C=C)=O)C(C)C 1-((1R,5S,6s)-6-((4-amino-7-isopropyl-5-(3-methoxy-4-((6-methylpyridin-2-yl)oxy)phenyl)-7H-pyrrolo[2,3-d]pyrimidin-6-yl)ethynyl)-3-azabicyclo[3.1.0]hexan-3-yl)prop-2-en-1-one